BrC1=C(C=C(OCC2CC3(C2)CCN(CC3)C(=O)OC(C)(C)C)C=C1)C(F)(F)F tert-butyl 2-((4-bromo-3-(trifluoromethyl)phenoxy)methyl)-7-azaspiro[3.5]nonane-7-carboxylate